C1(=C(C=CCC1)O)O cis-cyclohexadiene-o-diol